terpyridine-6,6''-dicarboxylate N1=C(C=CC=C1C(=O)[O-])C1=NC=CC=C1C1=NC(=CC=C1)C(=O)[O-]